P(=O)(OC)(OC)O\C(=C\C)\C1=CC=CC=C1 dimethyl (E)-(1-phenylprop-1-en-1-yl) phosphate